BrC=1C=C(C=C)C=CC1 3-Bromostyren